COC1=CC=C2C(=CC=NC2=C1)OC1=CC=C(C=C1)[S@](=O)(N[C@@H](C)C1=CC=NN1C)=N (R)-4-((7-methoxyquinolin-4-yl)oxy)-N-((S)-1-(1-methyl-1H-pyrazol-5-yl)ethyl)benzenesulfonimidamide